C(C)(C)(C)C1=C(C=C(C(=C1)S(=O)(=O)C1=CC(=C(C=C1C)O)C(C)(C)C)C)O 2,2'-di-t-butyl-5,5'-dimethyl-4,4'-sulfonyldiphenol